4-bromo-3-(2-chloro-4-fluorophenyl)-2,6-lutidine BrC1=C(C(=NC(=C1)C)C)C1=C(C=C(C=C1)F)Cl